CN1C(CCC1)CCNC1=NC(=NC(=N1)NCCCN(CCC(=O)OCCCCCCCC)CCC(=O)OCCCCCCCC)NCCCN(CCC(=O)OCCCCCCCC)CCC(=O)OCCCCCCCC Tetraoctyl 3,3',3'',3'''-((((6-((2-(1-methylpyrrolidin-2-yl)ethyl)amino)-1,3,5-triazine-2,4-diyl)bis(azanediyl))bis(propane-3,1-diyl))bis(azanetriyl))tetrapropionate